[N+](=O)([O-])C1=CC=C(O1)C(=O)N1CCN(CC1)C1=NC=C(C=C1)C(F)(F)F (5-Nitrofuran-2-yl){4-[5-(trifluoromethyl)pyridin-2-yl]piperazin-1-yl}methanone